(2S,4R)-1-((S)-2-amino-3,3-dimethylbutanoyl)-N-(4-ethynyl-2-(3-(methylamino)propoxy)benzyl)-4-hydroxypyrrolidine-2-carboxamide N[C@H](C(=O)N1[C@@H](C[C@H](C1)O)C(=O)NCC1=C(C=C(C=C1)C#C)OCCCNC)C(C)(C)C